4-methoxy-6,7-dihydro-5H-benzo[7]annulene-3-carboxylate COC1=C(C=CC=2C=CCCCC21)C(=O)[O-]